C(C)(C)(C)OC(=O)N1CCN(CC1)C1C=2C(NCC1)=C(N(N2)C2=CC=C(C=C2)OC2=CC(=CC(=C2)F)F)C(=O)O 7-[4-(tert-butoxycarbonyl)piperazin-1-yl]-2-[4-(3,5-difluorophenoxy)phenyl]-4,5,6,7-tetrahydro-2H-pyrazolo[4,3-b]pyridine-3-carboxylic acid